C(C)OC(=O)C1(CCOCC1)CN 4-(aminomethyl)tetrahydro-2H-pyran-4-carboxylic acid ethyl ester